C1(CC1)C=1C(=NON1)C(=O)N[C@H](C=1N=C2N(N=C(C=C2)CC2C(NC[C@H](C2)C(F)(F)F)=O)C1)[C@H]1CC(CCC1)(F)F 4-Cyclopropyl-N-((S)-((R)-3,3-difluorocyclohexyl)(6-(((5S)-2-oxo-5-(trifluoromethyl)piperidin-3-yl)methyl)imidazo[1,2-b]pyridazin-2-yl)methyl)-1,2,5-oxadiazole-3-carboxamide